ClC=1C(=NC=C(C1O)C)C 3-chloro-2,5-dimethylpyridin-4-ol